(-)-[3-[4-(4-Fluorophenoxy)phenyl]azetidin-1-yl]-[3-(tetrazol-1-yl)pyrrolidin-1-yl]methanone FC1=CC=C(OC2=CC=C(C=C2)C2CN(C2)C(=O)N2CC(CC2)N2N=NN=C2)C=C1